(S)-3-(((R)-cyclopentyl(phenyl)methyl)amino)-4-oxo-4,6,7,8-tetrahydropyrrolo[1,2-a]pyrazine-6-carboxylic acid C1(CCCC1)[C@H](C1=CC=CC=C1)NC1=NC=C2N(C1=O)[C@@H](CC2)C(=O)O